3-(4-(Bromomethyl)-5-fluoropyridin-3-yl)piperidine-2,6-dione BrCC1=C(C=NC=C1F)C1C(NC(CC1)=O)=O